O=C1OCC(N1C1=CC=CC=C1)CC#N 2-(2-oxo-3-phenyl-oxazolidin-4-yl)acetonitrile